(E)-1-(3-(benzyloxy)prop-1-enyl)-2-chlorobenzene C(C1=CC=CC=C1)OC/C=C/C1=C(C=CC=C1)Cl